(13S,17S)-3-(3-chloropropoxy)-17-(3-((1,1,1,3,3,3-hexafluoro-2-(trifluoromethyl)propan-2-yl)oxy)propoxy)-13-methyl-7,8,9,11,12,13,14,15,16,17-decahydro-6H-cyclopenta[a]phenanthrene ClCCCOC=1C=CC=2C3CC[C@@]4([C@H](CCC4C3CCC2C1)OCCCOC(C(F)(F)F)(C(F)(F)F)C(F)(F)F)C